(6-(1-(difluoromethyl)cyclopropyl)pyridin-3-yl)acetic acid ethyl ester C(C)OC(CC=1C=NC(=CC1)C1(CC1)C(F)F)=O